CC(=O)OC[C@@H](C(=O)O)N The molecule is an acetyl-L-serine where the acetyl group is attached to the side-chain oxygen. It is an intermediate in the biosynthesis of the amino acid cysteine in bacteria. It has a role as a bacterial metabolite and a Saccharomyces cerevisiae metabolite. It is an acetate ester and an acetyl-L-serine. It is a tautomer of an O-acetyl-L-serine zwitterion.